(R)-6-chloro-3-((1-(3,6-dimethyl-2-(2-(6-methylpyridin-3-yl)-2,6-dihydropyrrolo[3,4-c]pyrazol-5(4H)-yl)-4-oxo-3,4-dihydroquinazolin-8-yl)ethyl)amino)-N-(methylsulfonyl)picolinamide ClC1=CC=C(C(=N1)C(=O)NS(=O)(=O)C)N[C@H](C)C=1C=C(C=C2C(N(C(=NC12)N1CC2=NN(C=C2C1)C=1C=NC(=CC1)C)C)=O)C